N-(2,2-difluoroethyl)-6-(2-((2-(4-methylpiperazin-1-yl)pyridin-4-yl)amino)-7H-pyrrolo[2,3-d]pyrimidin-5-yl)imidazo[1,2-a]pyridine-3-carboxamide FC(CNC(=O)C1=CN=C2N1C=C(C=C2)C2=CNC=1N=C(N=CC12)NC1=CC(=NC=C1)N1CCN(CC1)C)F